ClC=1C(=CC2=C(C[C@](O2)(C2=CC=CC=C2)C2N(CC2)C(=O)OC(C)(C)C)C1C1=C(C(=CC=C1C(=O)OC)OCCOC1OCCCC1)F)F tert-butyl 2-((2S,4R)-5-chloro-6-fluoro-4-(2-fluoro-6-(methoxycarbonyl)-3-(2-((tetrahydro-2H-pyran-2-yl)oxy)ethoxy)phenyl)-2-phenyl-2,3-dihydrobenzofuran-2-yl)azetidine-1-carboxylate